5-((5-((3'-(3-(2-oxa-7-azaspiro[4.4]nonan-7-yl)propoxy)-2,2'-dimethyl-[1,1'-biphenyl]-3-yl)methoxy)-4-chloro-2-formylphenoxy)methyl)nicotinonitrile C1OCCC12CN(CC2)CCCOC=2C(=C(C=CC2)C2=C(C(=CC=C2)COC=2C(=CC(=C(OCC=1C=NC=C(C#N)C1)C2)C=O)Cl)C)C